2-(3-(1-((1R,3S,4S)-2-Azabicyclo[2.2.1]heptane-3-carbonyl)piperidine-4-carbonyl)-1H-pyrrolo[2,3-c]pyridin-1-yl)-N-ethyl-5-fluoro-N-isopropylbenzamide [C@@H]12N[C@@H]([C@@H](CC1)C2)C(=O)N2CCC(CC2)C(=O)C2=CN(C1=CN=CC=C12)C1=C(C(=O)N(C(C)C)CC)C=C(C=C1)F